tert-butyl ((1r,3r)-3-(4-(2-(4-hydroxylphenyl)propan-2-yl)phenoxy)cyclobutyl)carbamate OC1=CC=C(C=C1)C(C)(C)C1=CC=C(OC2CC(C2)NC(OC(C)(C)C)=O)C=C1